trimethyl-(1-phenyl-2-propenyl)silane C[Si](C(C=C)C1=CC=CC=C1)(C)C